CN(C(C(C)C)=O)C1CNCC1 3-(N-methylisobutyramido)pyrrolidin